C1=CC=C2N1C1=C(OC2)C=CC(=C1)N 4H-benzo[b]pyrrolo[1,2-d][1,4]oxazin-8-amine